Sodium pentanate C(CCCC)(=O)[O-].[Na+]